6,7,8,9-tetrahydropyrido[3,4-b]indolizin-1-one C1(NC=CC2=C1C=C1CCCCN21)=O